ClC1=NC=C(C(=N1)NC1=CC(=CC=C1)C(C)C)Cl 2,5-dichloro-N-(3-isopropylphenyl)pyrimidin-4-amine